C/C(=N/OS(=O)(=O)O)/S[C@H]1[C@@H]([C@H]([C@@H]([C@H](O1)CO)O)O)O The molecule is an alkylglucosinolic acid that consists of 1-thio-beta-D-glucopyranose attached to a N-(sulfooxy)ethanimidoyl group at the anomeric sulfur. It is a conjugate acid of a glucocapparin(1-).